6-(4-chlorophenyl)-3-((1s,3r)-3-hydroxycyclopentyl)-8-(pyridin-3-yl)pyrido[3,4-d]pyrimidin-4(3H)-one ClC1=CC=C(C=C1)C1=CC2=C(N=CN(C2=O)[C@@H]2C[C@@H](CC2)O)C(=N1)C=1C=NC=CC1